2-(naphthalen-2-yl)ethanol C1=C(C=CC2=CC=CC=C12)CCO